(2-Methoxyethyl)[(2-{3-[(1r,3s)-3-methyl-1-(4-methyl-1,2,4-triazol-3-yl)cyclobutyl]phenyl}-7-(trifluoromethyl)-1,3-benzoxazol-5-yl)methyl]amine COCCNCC=1C=C(C2=C(N=C(O2)C2=CC(=CC=C2)C2(CC(C2)C)C2=NN=CN2C)C1)C(F)(F)F